COC(=O)C1=NN2C(C=CC=C2)=C1 pyrazolo[1,5-a]Pyridine-2-carboxylic acid methyl ester